1-[2-(2,2,2-trifluoroethyl)-4-(trifluoromethyl)phenyl]pyrido[3,4-d]pyridazin-4-amine FC(CC1=C(C=CC(=C1)C(F)(F)F)C1=C2C(=C(N=N1)N)C=NC=C2)(F)F